triisopropyltitanium isostearate C(CCCCCCCCCCCCCCC(C)C)(=O)[O-].C(C)(C)[Ti+](C(C)C)C(C)C